ethyl 1-(4-[[5-(benzyloxy)-2-(4-bromophenyl)-3-methyl-1H-indol-1-yl] methyl] phenyl)-1,4,7,10-tetraoxadodecan-12-oate C(C1=CC=CC=C1)OC=1C=C2C(=C(N(C2=CC1)CC1=CC=C(C=C1)OCCOCCOCCOCC(=O)OCC)C1=CC=C(C=C1)Br)C